C(C1=CC=CC=C1)N1C(OCC1CO)=O 3-benzyl-4-(hydroxymethyl)oxazolidin-2-one